OC=1C=C2C=CC(=CC2=CC1)S(=O)(=O)[O-].[Na+] sodium 6-hydroxy-2-naphthalenesulfonate